[SiH3]OF siloxyfluorine